The molecule is a trimethoxyflavone that is the 3,5,7-trimethyl ether derivative of galangin. It has a role as a plant metabolite. It derives from a galangin. COC1=CC2=C(C(=C1)OC)C(=O)C(=C(O2)C3=CC=CC=C3)OC